gamma-(2-hydroxyethyl)aminopropyl-triethoxysilane tert-butyl-(Z)-5-amino-4-(4-(3-ethoxy-2-fluoro-3-oxoprop-1-en-1-yl)-1-oxoisoindolin-2-yl)-5-oxopentanoate C(C)(C)(C)OC(CCC(C(=O)N)N1C(C2=CC=CC(=C2C1)\C=C(\C(=O)OCC)/F)=O)=O.OCCNCCC[Si](OCC)(OCC)OCC